4-(3-hydroxypropoxy)-3-methoxybenzyl alcohol OCCCOC1=C(C=C(CO)C=C1)OC